NC1=NC2=CC(=CC=C2C=C1C)C[C@@H]1CC[C@]2([C@@H]1O[C@H](C2O)N2C=CC1=C2N=CN=C1N)O (2r,3as,6s,6ar)-6-((2-amino-3-methylquinolin-7-yl)methyl)-2-(4-amino-7H-pyrrolo[2,3-d]pyrimidin-7-yl)hexahydro-2H-cyclopenta[b]furan-3,3a-diol